C(C1=CC=CC=C1)(=O)NC1=NC(N([C@H]2[C@H](O[Si](C)(C)C(C)(C)C)C=C(CO)O2)C=C1)=O 4-N-Benzoyl-2'-O-tert-butyldimethylsilyl-3'-deoxy-3',4'-didehydrocytidine